4-(2-{[(2r,7as)-2-fluoro-hexahydro-1H-pyrrolizin-7a-yl]methoxy}-8-fluoro-4-{2-oxa-5-azabicyclo[4.1.0]hept-5-yl}quinazolin-7-yl)-5-ethynyl-6-fluoronaphthalene-2-ol F[C@@H]1C[C@@]2(CCCN2C1)COC1=NC2=C(C(=CC=C2C(=N1)N1CCOC2CC12)C1=CC(=CC2=CC=C(C(=C12)C#C)F)O)F